(R)-1-(6-(4-(5,6-dichloro-1H-indazol-4-yl)-3-(2,2-dimethyl-4-(morpholinomethyl)piperidin-1-yl)-5-(methyl-d3)-1H-pyrazol-1-yl)-2-azaspiro[3.3]heptan-2-yl)prop-2-en-1-one ClC=1C(=C2C=NNC2=CC1Cl)C=1C(=NN(C1C([2H])([2H])[2H])C1CC2(CN(C2)C(C=C)=O)C1)N1C(C[C@@H](CC1)CN1CCOCC1)(C)C